(1S,4S,5R)-5-{[5-cyclopropyl-3-(2,6-dichlorophenyl)-1,2-oxazol-4-yl]methoxy}-2-[2-fluoro-4-(2H-1,2,3,4-tetrazol-5-yl)phenyl]-2-azabicyclo[2.2.1]heptane C1(CC1)C1=C(C(=NO1)C1=C(C=CC=C1Cl)Cl)CO[C@H]1[C@@H]2CN([C@H](C1)C2)C2=C(C=C(C=C2)C=2N=NNN2)F